CC1=CC2=C(C=C1)N=C3C(=N2)SC(=O)S3 The molecule is a dithioloquinoxaline that results from the formal condensation of 6-methylquinoxaline-2,3-dithiol with phosgene. It has been used as a fungicide and acaricide for the control of mites and powdery mildew on citrus, vegetables, and walnuts, but is not approved for use in the EU. It has a role as an agrochemical. It is a quinoxaline acaricide, a quinoxaline antifungal agent and a dithioloquinoxaline.